2-(3'-amino-2'-chloro-2-methyl-[1,1'-biphenyl]-3-yl)-5-bromobenzo[d]oxazole-7-carbonitrile NC=1C(=C(C=CC1)C1=C(C(=CC=C1)C=1OC2=C(N1)C=C(C=C2C#N)Br)C)Cl